ClC1=C2C(=NC(=N1)C#C)N(N=C2)C 4-Chloro-6-ethynyl-1-methyl-1H-pyrazolo[3,4-d]pyrimidine